3-bromo-5-fluoro-4-(1-hydroxyethyl)benzoic acid methyl ester COC(C1=CC(=C(C(=C1)F)C(C)O)Br)=O